C12CN(CC(C=C1)N2)C(=O)[O-] 3,8-diazabicyclo[3.2.1]oct-6-ene-3-carboxylate